(R)-2-(4-(5-chloro-2-(4-chloro-1H-1,2,3-triazol-1-yl)phenyl)-2,5-dioxapiperazin-1-yl)-3-(4-fluorophenyl)-N-(2-methyl-2H-indazol-5-yl)propanamide ClC=1C=CC(=C(C1)N1CON(CO1)[C@@H](C(=O)NC1=CC2=CN(N=C2C=C1)C)CC1=CC=C(C=C1)F)N1N=NC(=C1)Cl